N[C@@H](CN1C(C=2C=C3C(=CC2CC1)N(C(=N3)C=3N(C1=C(C=CC=C1C3)C(F)(F)F)CC3CC3)C)=O)C (R)-6-(2-aminopropyl)-2-(1-(cyclopropylmethyl)-7-(trifluoromethyl)-1H-indol-2-yl)-1-methyl-1,6,7,8-tetrahydro-5H-imidazo[4,5-g]isoquinolin-5-one